CC1CCC=C(N1C(=O)OC(C)(C)C)C=1C=NC(=CC1)NC tert-butyl 6-methyl-6'-(methylamino)-5,6-dihydro-[2,3'-bipyridine]-1(4H)-carboxylate